NC1=CC(=C(OC=2C(=C(SC2)C(=O)OC)F)C(=C1)C)C Methyl 4-(4-amino-2,6-dimethylphenoxy)-3-fluorothiophene-2-carboxylate